3-[(3-amino-2-fluoro-phenyl)methyl]-6-fluoro-7-[(3-fluoro-2-pyridinyl)oxy]-4-methyl-chromen-2-one NC=1C(=C(C=CC1)CC=1C(OC2=CC(=C(C=C2C1C)F)OC1=NC=CC=C1F)=O)F